FC(C1=NN(C=C1[N+](=O)[O-])C1CCC(CC1)CN(C1CCN(CC1)C1=CC=CC=2N(C(N(C21)C)=O)C2C(NC(CC2)=O)=O)C)F 3-[4-[4-[[4-[3-(difluoromethyl)-4-nitro-pyrazol-1-yl]cyclohexyl]methyl-methyl-amino]-1-piperidyl]-3-methyl-2-oxo-benzimidazol-1-yl]piperidine-2,6-dione